P(=O)(OC[C@H]1O[C@@]([C@@H]([C@@H]1O)O)(C#N)C1=CC=C2C(=NC=NN21)N)(OC[C@@H](COCCCCCCCCCCCCCCCCCC)OC2=CC=CC=C2)O ((2R,3S,4R,5R)-5-(4-aminopyrrolo[2,1-f][1,2,4]triazin-7-yl)-5-cyano-3,4-dihydroxytetrahydrofuran-2-yl)methyl ((R)-3-(octadecyloxy)-2-phenoxypropyl) hydrogen phosphate